ClC1=C(C=CC(=C1)F)CNC1CCC1 N-[(2-chloro-4-fluoro-phenyl)methyl]cyclobutanamine